1-Bromo-2-(dimethoxymethyl)-3-fluorobenzene BrC1=C(C(=CC=C1)F)C(OC)OC